6-(tert-butyl)-10-(difluoromethoxy)-2-oxo-6,7-dihydro-2H-pyrido[2',1':3,4]pyrazino[1,2-b]indazole-3-carboxylic acid C(C)(C)(C)C1N2C(C=3N(N=C4C(=CC=CC34)OC(F)F)C1)=CC(C(=C2)C(=O)O)=O